(R)-4-(2-(Ethoxymethoxy)-4-(trifluoromethyl)phenyl)-N-(1-methylpiperidin-3-yl)phthalazine C(C)OCOC1=C(C=CC(=C1)C(F)(F)F)C1=NN(CC2=CC=CC=C12)[C@H]1CN(CCC1)C